(benzyloxy)-2-(((tert-butyldiphenylsilyl)oxy)methyl)-2-(trifluoromethyl)butan-1-ol ethyl-5-((2-cyanopyridin-3-yl)methoxy)-2-methylbenzofuran-3-carboxylate C(C)C1=C(C=CC2=C1C(=C(O2)C)C(=O)OC(C(CC)(C(F)(F)F)CO[Si](C2=CC=CC=C2)(C2=CC=CC=C2)C(C)(C)C)OCC2=CC=CC=C2)OCC=2C(=NC=CC2)C#N